N-[(3R)-7-fluoro-1,1,3-trimethyl-2,3-dihydro-1H-inden-4-yl]-1-methyl-1H-pyrazole-4-carboxamide FC=1C=CC(=C2[C@@H](CC(C12)(C)C)C)NC(=O)C=1C=NN(C1)C